C(=C\C1=CC=CC=C1)/C1=CC=NC=C1C(=O)OC methyl (E)-4-styrylnicotinate